N-((R)-1-(2-(5-((R)-5-amino-2-methylhexahydropyridazine-1-carbonyl)-7-methoxy-1-methyl-1H-benzo[d]imidazol-2-yl)-1-(cyclopropylmethyl)-1H-pyrrolo[2,3-b]pyridin-6-yl)ethyl)benzamide N[C@@H]1CCN(N(C1)C(=O)C1=CC2=C(N(C(=N2)C2=CC=3C(=NC(=CC3)[C@@H](C)NC(C3=CC=CC=C3)=O)N2CC2CC2)C)C(=C1)OC)C